6-[4-[acetyl-(ethyl)amino]-3-methyl-phenyl]-N-[(2-methyl-3-pyridinyl)methyl]pyridine-3-carboxamide C(C)(=O)N(C1=C(C=C(C=C1)C1=CC=C(C=N1)C(=O)NCC=1C(=NC=CC1)C)C)CC